C(C)(C)(C)OC(=O)N1C(CC(C(C1)C)NC=1C=C2N=C(C=NC2=CC1)C)C 2,5-dimethyl-4-((3-methylquinoxalin-6-yl)amino)piperidine-1-carboxylic acid tert-butyl ester